5-bromo-2-ethyl-3-methyl-2H-pyrazolo[3,4-b]pyridine BrC1=CC=2C(N=C1)=NN(C2C)CC